1-[3-bromo-2-[[1-(4-chlorophenyl)pyrazol-3-yl]-oxymethyl]phenyl]-4-methyl-tetrazol-5-one BrC=1C(=C(C=CC1)N1N=NN(C1=O)C)COC1=NN(C=C1)C1=CC=C(C=C1)Cl